C(C)N(C1=NN(C(C2=CC=3SC=NC3N12)=O)CC(=O)OCC)C ethyl 2-[12-[ethyl(methyl)amino]-9-oxo-5-thia-1,3,10,11-tetrazatricyclo-[6.4.0.02,6]dodeca-2(6),3,7,11-tetraen-10-yl]acetate